C(C(=O)NC=1C(=C(C(=O)O)C=CC1)O)(=O)NC=1C(=C(C(=O)O)C=CC1)O [oxalylbis(imino)]bis(2-hydroxybenzoic acid)